CN1C(C2=C(C(=C1)B1OC(C(O1)(C)C)(C)C)C=CN2S(=O)(=O)C2=CC=C(C=C2)C)=O 6-methyl-1-(p-tolylsulfonyl)-4-(4,4,5,5-tetramethyl-1,3,2-dioxaborolan-2-yl)pyrrolo[2,3-c]pyridin-7-one